[2-methyl-4-(4,4,5,5-tetramethyl-1,3,2-dioxaborolan-2-yl)phenyl]methanamine CC1=C(C=CC(=C1)B1OC(C(O1)(C)C)(C)C)CN